FC(C1=CC=C(C=C1)C=1C=C2C=CC=NC2=C2C1C=CC=C2)(F)F 6-(4-trifluoromethylphenyl)benzo[h]quinoline